C1(CC1)N(C1=C2NC=NC2=NC(=N1)C=1C(=NC=NC1OC)C1CC1)CC1=CC=C(C=C1)C=1N(C=C(N1)C(F)(F)F)C1COC1 N-cyclopropyl-2-(4-cyclopropyl-6-methoxypyrimidin-5-yl)-N-(4-(1-(oxetan-3-yl)-4-(trifluoromethyl)-1H-imidazol-2-yl)benzyl)-7H-purin-6-amine